3-acrylamidophenylboronic acid-acrylamide C(C=C)(=O)N.C(C=C)(=O)NC=1C=C(C=CC1)B(O)O